N[C@H](C(=O)O)CC1=CC=CC=2B(NCCC21)O (S)-2-amino-3-(1-hydroxy-1,2,3,4-tetrahydrobenzo[c][1,2]azaborinin-5-yl)propanoic acid